C1(CC1)C1=NC2=CC=C(C(=C2NC1=C=O)F)CN1CCC(=CC1)C=1C(=NC(=CC1)C(=O)NC)F 1'-((2-cyclopropyl-5-fluoro-3-carbonyl-3,4-dihydroquinoxalin-6-yl)methyl)-2-fluoro-N-methyl-1',2',3',6'-tetrahydro-[3,4'-bipyridine]-6-carboxamide